tri-tert-butyl (3S,10S,14S)-1-[(1r,4S)-4-(acetamidomethyl)cyclohexyl]-3-[(naphthalen-2-yl)methyl]-1,4,12-trioxo-2,5,11,13-tetraazahexadecane-10,14,16-tricarboxylate C(C)(=O)NCC1CCC(CC1)C(N[C@H](C(NCCCC[C@H](NC(N[C@@H](CCC(=O)OC(C)(C)C)C(=O)OC(C)(C)C)=O)C(=O)OC(C)(C)C)=O)CC1=CC2=CC=CC=C2C=C1)=O